N-((1r,4r)-4-((3-(3-(2H-1,2,3-triazol-2-yl)phenyl)-2-oxo-2,3-dihydro-1H-benzo[d]imidazol-1-yl)methyl)cyclohexyl)-5-chloro-2-methylnicotinamide N=1N(N=CC1)C=1C=C(C=CC1)N1C(N(C2=C1C=CC=C2)CC2CCC(CC2)NC(C2=C(N=CC(=C2)Cl)C)=O)=O